(8-dimethylamino-1-oxetan-3-ylmethyl-2-oxo-8-phenyl-1,3-diaza-spiro[4.5]dec-3-yl)-acetic acid oxetan-3-ylmethyl ester O1CC(C1)COC(CN1C(N(C2(C1)CCC(CC2)(C2=CC=CC=C2)N(C)C)CC2COC2)=O)=O